(S)-tert-butyl 4-(7-bromo-2,6-dichloro-3-cyanoquinolin-4-yl)-2-(cyanomethyl)piperazine-1-carboxylate BrC1=C(C=C2C(=C(C(=NC2=C1)Cl)C#N)N1C[C@@H](N(CC1)C(=O)OC(C)(C)C)CC#N)Cl